1-((4-nitrophenyl)sulfonyl)azetidine [N+](=O)([O-])C1=CC=C(C=C1)S(=O)(=O)N1CCC1